COC=1C=CC=C2CCC=NC12 8-Methoxy-3,4-dihydroquinolin